1-(1-(6-meth-oxy-5-((7-methylquinolin-4-yl)-amino)pyridin-2-yl)-1H-pyrazol-4-yl)-ethan-1-one COC1=C(C=CC(=N1)N1N=CC(=C1)C(C)=O)NC1=CC=NC2=CC(=CC=C12)C